diethyl (S)-(2-(3-((1-(2-(4,4-dimethylpentyl)-5-methoxyphenyl)piperidin-4-yl)methoxy)phenyl)propyl)phosphonate CC(CCCC1=C(C=C(C=C1)OC)N1CCC(CC1)COC=1C=C(C=CC1)[C@@H](CP(OCC)(OCC)=O)C)(C)C